OC(C=CC=CC=CC=CC(=O)O)=CC=CCCCC(CCCCC)O 10,17-dihydroxy-docosahexaenoic acid